1-(3-chloro-5-hydroxybenzyl)-2-methyl-1H-benzo[d]imidazole-5-carboxylic acid ClC=1C=C(CN2C(=NC3=C2C=CC(=C3)C(=O)O)C)C=C(C1)O